OC1C2=C(C(O1)=O)C=C1C=CC=CC1=C2 3-hydroxynaphtho[2,3-c]furan-1(3H)-one